COC1=CC=C2C(=CN(C2=C1)CCCC(=O)O)C=1SC=C(N1)C1=C(NC2=CC=C(C=C12)OC)C 4-(6-methoxy-3-(4-(5-methoxy-2-methyl-1H-indol-3-yl)thiazol-2-yl)-1H-indol-1-yl)butanoic acid